N-{(6S,7aR)-2-[4-(2,6-difluorophenyl)-1,2-benzoxazol-3-yl]-3-oxohexahydro-1H-pyrrolo[1,2-c]imidazol-6-yl}ethanesulfonamide FC1=C(C(=CC=C1)F)C1=CC=CC2=C1C(=NO2)N2C(N1[C@@H](C2)C[C@@H](C1)NS(=O)(=O)CC)=O